N-(3,4-dichlorobenzyl)-7-(5-(trifluoromethyl)-1,2,4-oxadiazol-3-yl)imidazo[1,2-a]pyridine-2-carboxamide ClC=1C=C(CNC(=O)C=2N=C3N(C=CC(=C3)C3=NOC(=N3)C(F)(F)F)C2)C=CC1Cl